xylose diglyoxylate C(C=O)(=O)O.C(C=O)(=O)O.O=C[C@H](O)[C@@H](O)[C@H](O)CO